5-bromo-1-(3-fluoro-4-methylbenzyl)-4-(methoxymethyl)-1,3-dihydro-2H-benzo[b]azepin-2-one BrC=1C2=C(N(C(CC1COC)=O)CC1=CC(=C(C=C1)C)F)C=CC=C2